C1CNCCC12CCC(CC2)CC=O 2-(3-azaspiro[5.5]undecane-9-yl)acetaldehyde